FC=1C=C(C=CC1C1CCN(CC1)C(CC1(CCNCC1)O)=O)NC1C(NC(CC1)=O)=O 3-((3-fluoro-4-(1-(2-(4-hydroxypiperidin-4-yl)acetyl)piperidin-4-yl)phenyl)amino)piperidine-2,6-dione